C1COCCN1CC(CS(=O)(=O)O)O 3-(4-morpholino)-2-hydroxypropanesulfonic acid